methyl-3-(3-(4-chlorophenoxy)azetidin-1-yl)-2-(1H-pyrrol-1-yl)benzoic acid CC1=C(C(=C(C(=O)O)C=C1)N1C=CC=C1)N1CC(C1)OC1=CC=C(C=C1)Cl